6-METHYL-TETRADECANE CC(CCCCC)CCCCCCCC